N1=CC=C(C2=CC=C(C=C12)N)N quinoline-4,7-diamine